ClC=1C=CC=2N=CN=C(C2N1)N1CC(C1)(C)C 6-chloro-4-(3,3-dimethylazetidin-1-yl)pyrido[3,2-d]pyrimidine